N-Benzyl-2-(2,6-dimethylanilino)-N,N-diethyl-2-oxoethan-1-aminium benzoate C(C1=CC=CC=C1)(=O)[O-].C(C1=CC=CC=C1)[N+](CC(=O)NC1=C(C=CC=C1C)C)(CC)CC